[2-(2-aminophenyl)phenyl]benzotriazole NC1=C(C=CC=C1)C1=C(C=CC=C1)C1=CC=CC=2NN=NC21